FC1=C(C=CC=C1C=O)C#CC=1C=C(C=CC1)NC(OC(C)(C)C)=O tert-Butyl (3-((2-fluoro-3-formylphenyl)ethynyl)phenyl)carbamate